ClC=1C=C2C(=C3C1NC(NC31CCCCC1)=O)OC(=N2)CNCC(=O)OC methyl 2-[({5-chloro-7-oxo-7,8-dihydro-6H-spiro[[1,3]oxazolo[5,4-f]quinazoline-9,1'-cyclohexan]-2-yl}methyl)amino]acetate